2-([1,1'-biphenyl]-3-sulfonamido)-N-(p-tolyl)benzamide C1(=CC(=CC=C1)S(=O)(=O)NC1=C(C(=O)NC2=CC=C(C=C2)C)C=CC=C1)C1=CC=CC=C1